1-benzyl-N-(3-bromo-5-(methylsulfonylamino)phenyl)-2-oxo-2,3-dihydro-1H-benzo[d]imidazole-5-carboxamide C(C1=CC=CC=C1)N1C(NC2=C1C=CC(=C2)C(=O)NC2=CC(=CC(=C2)NS(=O)(=O)C)Br)=O